FC1=CC=2N(C=C1)C(=CN2)C2=C1CN(C(C1=C(C=C2)NC2=NC=C(C=C2)C2C(N(CC2)C)=O)=O)C(=O)OC(C)(C)C tert-butyl 4-(7-fluoroimidazo[1,2-a]pyridin-3-yl)-7-((5-(1-methyl-2-oxopyrrolidin-3-yl) pyridin-2-yl) amino)-1-oxoisoindoline-2-carboxylate